O[C@@H]1C[C@H](N(C1)C([C@H](C(C)(C)C)NC(COCCO)=O)=O)C(=O)NCC1=CC=C(C=C1)C1=C(N=CS1)C (2S,4R)-4-hydroxy-1-[(2S)-2-[2-(2-hydroxyethoxy)acetamido]-3,3-dimethylbutanoyl]-N-{[4-(4-methyl-1,3-thiazol-5-yl)phenyl]methyl}pyrrolidine-2-carboxamide